(R)-N-((1R,2R)-1-(2,3-dihydrobenzo[b][1,4]dioxin-6-yl)-1-hydroxy-3-(pyrrolidin-1-yl)propan-2-yl)-1-(thiazol-2-yl)pyrrolidine-3-carboxamide O1C2=C(OCC1)C=C(C=C2)[C@H]([C@@H](CN2CCCC2)NC(=O)[C@H]2CN(CC2)C=2SC=CN2)O